C(C)(=O)OC(C)CCCCCCCC decan-2-ol acetate